ammonium 2-(heptafluoropropoxy)tetrafluoropropanoate FC(C(OC(C(=O)[O-])(C(F)(F)F)F)(F)F)(C(F)(F)F)F.[NH4+]